C(C)C=1C(NC=2C(=C(C=NC2C1)CC1=NC(=CC=C1C=1CC(NC(C1)([2H])[2H])([2H])[2H])C(=O)NC)F)=O ((7-ethyl-4-fluoro-6-oxo-5,6-dihydro-1,5-naphthyridin-3-yl)methyl)-N-methyl-1',2',3',6'-tetrahydro-[3,4'-bipyridin]-2',2',6',6'-d4-6-carboxamide